p-hydroxyphenyl mercaptan OC1=CC=C(C=C1)S